tert-butyl 3-bromo-2-((tert-butoxycarbonyl)oxy)-6-(cyclopropyloxymethyl)benzoate BrC=1C(=C(C(=O)OC(C)(C)C)C(=CC1)COC1CC1)OC(=O)OC(C)(C)C